1-(4-(2-chloro-4-methoxyphenoxy)-2-methyl-5-(1-methyl-7-oxo-6,7-dihydro-1H-pyrrolo[2,3-c]pyridin-3-yl)phenyl)-3-methylpyrrolidine-2,5-dione ClC1=C(OC2=CC(=C(C=C2C2=CN(C=3C(NC=CC32)=O)C)N3C(C(CC3=O)C)=O)C)C=CC(=C1)OC